(5,9,13-trimethyltetradec-4-enoyl)glycerol CC(=CCCC(=O)C(O)C(O)CO)CCCC(CCCC(C)C)C